ClC1=C2C(N(C(NC2=C(C=C1)S(=O)(=O)C1=CC=C2C=CN(C2=C1)CCF)=O)O)=O 5-chloro-8-((1-(2-fluoroethyl)-1H-indol-6-yl)sulfonyl)-3-hydroxyquinazoline-2,4(1H,3H)-dione